2-Amino-N-hydroxy-1-(3-hydroxy-2,6-dimethylphenyl)-5,6-dimethyl-1H-pyrrolo[2,3-b]pyridine-3-carboxamide NC1=C(C=2C(=NC(=C(C2)C)C)N1C1=C(C(=CC=C1C)O)C)C(=O)NO